3-((6-Chloropyridin-3-yl)sulfonyl)-9-((tetrahydro-2H-pyran-4-yl)methyl)-3,9-diazaspiro[5.5]undecane ClC1=CC=C(C=N1)S(=O)(=O)N1CCC2(CC1)CCN(CC2)CC2CCOCC2